2-(3-chlorophenyl)-2,2-difluoro-1-phenylethyl ((S)-1-(((S)-1-(benzo[d]thiazol-2-yl)-1-oxo-3-((S)-2-oxopyrrolidin-3-yl)propan-2-yl)amino)-3-cyclohexyl-1-oxopropan-2-yl)carbamate S1C(=NC2=C1C=CC=C2)C([C@H](C[C@H]2C(NCC2)=O)NC([C@H](CC2CCCCC2)NC(OC(C(F)(F)C2=CC(=CC=C2)Cl)C2=CC=CC=C2)=O)=O)=O